5-(3-chloro-2-methyl-5-nitrophenylmethyl)morpholin-3-one ClC=1C(=C(C=C(C1)[N+](=O)[O-])CC1COCC(N1)=O)C